7-(tert-butyl)-N-(4-(methoxymethyl)phenyl)-4-(methylamino)-7H-pyrrolo[2,3-d]pyrimidine-5-carboxamide C(C)(C)(C)N1C=C(C2=C1N=CN=C2NC)C(=O)NC2=CC=C(C=C2)COC